C1(CC1)[C@@H](C)NC=1N=CC2=C(N1)NC=C2C2=CC=C1C(CC(OC1=C2)(C)C)=O (R)-7-(2-((1-cyclopropylethyl)amino)-7H-pyrrolo[2,3-d]pyrimidin-5-yl)-2,2-dimethylchroman-4-one